N1CCNCCNCCNCCNCCNCC1 1,4,7,10,13,16-hexaazacyclooctadecane